O1C(COCC1)C=1C=CC(=NC1)N 5-(1,4-Dioxan-2-yl)pyridin-2-amine